C(CCCCC)C1OCC(O1)COC 2-hexyl-4-(methoxymethyl)-1,3-dioxolane